NC1=C(C=C(C=C1)C1=CC=C(C=C1)F)NC(C1=CC=C(C=C1)[S@@]1(=N[C@H](CC1)C1=CC=CC=C1)=O)=O |r| rac-N-(4-amino-4'-fluoro-[1,1'-biphenyl]-3-yl)-4-((1S,3R)-1-oxido-3-phenyl-4,5-dihydro-3H-1λ6-isothiazol-1-yl)benzamide